2-benzyl 1-(tert-butyl) (2S,4R)-4-((((E)-6-ethoxy-6-oxohex-2-en-1-yl)oxy)methyl)-4-fluoropyrrolidine-1,2-dicarboxylate C(C)OC(CC/C=C/COC[C@]1(C[C@H](N(C1)C(=O)OC(C)(C)C)C(=O)OCC1=CC=CC=C1)F)=O